1-ethyl-4-fluoro-N-(6-(1-methyl-5-(piperidin-1-ylmethyl)-1H-pyrazol-4-yl)isoquinolin-3-yl)piperidine-4-carboxamide C(C)N1CCC(CC1)(C(=O)NC=1N=CC2=CC=C(C=C2C1)C=1C=NN(C1CN1CCCCC1)C)F